3-pyridin-2-yl-3-[5-(7H-pyrrolo[2,3-d]-pyrimidin-4-yl)-1,3-thiazol-2-yl]-propanenitrile N1=C(C=CC=C1)C(CC#N)C=1SC(=CN1)C=1C2=C(N=CN1)NC=C2